6-((1S,2S)-2-(1-methyl-1H-pyrazol-3-yl)cyclobutyl)-4-oxo-1-((S)-1-(6-(trifluoromethyl)pyridin-3-yl)ethyl)-4,5-dihydro-1H-pyrazolo[3,4-d]pyrimidine-3-carbonitrile CN1N=C(C=C1)[C@@H]1[C@H](CC1)C=1NC(C2=C(N1)N(N=C2C#N)[C@@H](C)C=2C=NC(=CC2)C(F)(F)F)=O